Sodium Edetoate C(N(CC(=O)[O-])CC(=O)[O-])CN(CC(=O)[O-])CC(=O)[O-].[Na+].[Na+].[Na+].[Na+]